[1-[(tert-butoxycarbonylamino) methyl]-3,3-difluoro-butyl] methanesulfonate CS(=O)(=O)OC(CC(C)(F)F)CNC(=O)OC(C)(C)C